4,5-dichloro-quinolin-8-ol ClC1=CC=NC2=C(C=CC(=C12)Cl)O